1-non-ene C=CCCCCCCC